FC1(CC(CNC1)C1=CC(=C2C=C(NC2=C1F)C(=O)N1CC=2N(N=CC2C1)C)C1=C(C=CC=C1)OC)F [6-(5,5-Difluoro-3-piperidyl)-7-fluoro-4-(2-methoxyphenyl)-1H-indol-2-yl]-(1-methyl-4,6-dihydropyrrolo[3,4-c]pyrazol-5-yl)methanone